CC1=NC(=CC(=N1)N1CC2(CC1)CCN(CC2)C(=O)OC(C)(C)C)C(F)(F)F tert-butyl 2-(2-methyl-6-(trifluoromethyl)pyrimidin-4-yl)-2,8-diazaspiro[4.5]decane-8-carboxylate